CC(CC)C12CCCCC2O1 1-but-2-yl-7-oxabicyclo[4.1.0]heptane